NC1=NC=CC(=N1)C1CCC(CC1)O 4-(2-aminopyrimidin-4-yl)cyclohexan-1-ol